C(C)(C)(C)OC(=O)N1CCC(=CC1)C1=CC(=C(C(=O)NC2=C(C=C(C=C2)C=2CCN(CC2)C(=O)OC(C)(C)C)C(F)(F)F)C=C1)C tert-butyl 4-[4-(4-{1-[(tert-butoxy)carbonyl]-1,2,3,6-tetrahydropyridin-4-yl}-2-methylbenzamido)-3-(trifluoromethyl) phenyl]-1,2,3,6-tetrahydropyridine-1-carboxylate